N-(tert-butyl)-3-((2-((4-(2-(4-(2-(2,4-dioxotetrahydropyrimidin-1(2H)-yl)benzyl)piperazin-1-yl)ethoxy)phenyl)amino)-5-methylpyrimidin-4-yl)amino)benzenesulfonamide C(C)(C)(C)NS(=O)(=O)C1=CC(=CC=C1)NC1=NC(=NC=C1C)NC1=CC=C(C=C1)OCCN1CCN(CC1)CC1=C(C=CC=C1)N1C(NC(CC1)=O)=O